C1=CC=C(C=C1)C[C@@H](CO)N (S)-(-)-2-amino-3-phenyl-1-propanol